P(=O)(OC[C@@H]1O[C@H](CC1)N1C(NC(C=C1)=O)=O)(OCCCC)O.[K] potassium ((2R,3S,5R)-5-(2,4-dioxopyrimidin-1(2H)-yl)-tetrahydrofuran-2-yl)-methyl butyl hydrogen phosphate